ClC1=NC(=CC(=C1)NS(=O)(=O)C)C1=NN(N=C1)C N-(2-chloro-6-(2-methyl-2H-1,2,3-triazol-4-yl)pyridine-4-yl)methanesulfonamide